(3-acrylamido-4-(2-methoxyethoxy)phenyl)boronic acid C(C=C)(=O)NC=1C=C(C=CC1OCCOC)B(O)O